FC=1C=C(C=CC1F)[C@@H]1N(C[C@H](CC1)C)C(C(=O)N)=O 2-((2R,5S)-2-(3,4-difluorophenyl)-5-methylpiperidin-1-yl)-2-oxoacetamide